S(=O)(=O)(O)CCC=C(C(=O)O)C sulfoethyl-methacrylic acid